3,4-dimethyl-benzyl alcohol CC=1C=C(CO)C=CC1C